lithium difluorosulfonylamide FS(=O)(=O)[N-]S(=O)(=O)F.[Li+]